tert-Butyl 4-(didodecylglycyl)piperazine-1-carboxylate C(CCCCCCCCCCC)N(CC(=O)N1CCN(CC1)C(=O)OC(C)(C)C)CCCCCCCCCCCC